FC(S(=O)(=O)OC1=C(C(=CC2=CC=CC=C12)OC)F)(F)F 2-fluoro-3-methoxynaphthalen-1-yl trifluoromethanesulfonate